((2S,3S)-3-phenyl-1,4-dioxaspiro[4.5]dec-2-yl)methanol C1(=CC=CC=C1)[C@H]1[C@@H](OC2(O1)CCCCC2)CO